CC1=CC=C(C=C1)C=1C(=CC=CC1C)C(=O)OC methyl 4',6-dimethyl[1,1'-biphenyl]-2-carboxylate